BrC=1C(=C2C(=NC1)NC[C@@]21C[C@H]([C@@H](C1)OC)O)Cl |r| (1RS,3RS,4RS)-5'-Bromo-4'-chloro-4-methoxy-1',2'-dihydrospiro[cyclopentane-1,3'-pyrrolo[2,3-b]pyridin]-3-ol